C[C@H]1N(CCN(C1)[C@@H]1CC[C@H](CC1)CNC1=C(C=C(C=C1)S(N)(=O)=O)[N+](=O)[O-])C(=O)OC(C)(C)C tert-butyl (R)-2-methyl-4-((trans)-4-(((2-nitro-4-sulfamoylphenyl)amino)methyl)cyclohexyl)piperazine-1-carboxylate